(R,E)-tert-butyl 2-(2-(N-(tert-butoxycarbonyl)sulfamoyl)vinyl)pyrrolidine-1-carboxylate C(C)(C)(C)OC(=O)NS(=O)(=O)/C=C/[C@@H]1N(CCC1)C(=O)OC(C)(C)C